4,4'-methylene-bis-(2,6-di-tert-butylphenol) C(C1=CC(=C(C(=C1)C(C)(C)C)O)C(C)(C)C)C1=CC(=C(C(=C1)C(C)(C)C)O)C(C)(C)C